1,1'-Bis(di-t-butylphosphino)ferrocene palladium dichloride [Pd](Cl)Cl.C(C)(C)(C)P([C-]1C=CC=C1)C(C)(C)C.[C-]1(C=CC=C1)P(C(C)(C)C)C(C)(C)C.[Fe+2]